cyclopropyl-[(5s,7s)-5-(2-chlorophenyl)-7-fluoro-6,7-dihydro-5H-pyrrolo[1,2-b][1,2,4]triazol-2-yl]methanone C1(CC1)C(=O)C=1N=C2N(N1)[C@@H](C[C@@H]2F)C2=C(C=CC=C2)Cl